rac-(3R,4R)-1-(4-aminopyrimidin-2-yl)-3-fluoro-3,4-dimethylpiperidin-4-ol NC1=NC(=NC=C1)N1C[C@@]([C@@](CC1)(O)C)(C)F |r|